O(C1=CC=CC=C1)[C@H]1CN(CC1)C1=C(N=CS1)C(=O)O 5-[(3R)-3-phenoxypyrrolidin-1-yl]-1,3-thiazole-4-carboxylic acid